NC1CCN(CC1)C1=CC=C(C=C1)C1=CC(=CC(=C1)C(C)(C)C)C(=O)N[C@@H](C=1NC2=CC=CC=C2C1)C1=C(C=CC(=C1)F)O (R)-4'-(4-aminopiperidin-1-yl)-5-(tert-butyl)-N-((5-fluoro-2-hydroxyphenyl)(1H-indol-2-yl)methyl)-[1,1'-biphenyl]-3-carboxamide